C(#C)C=1C(=CC=C2C=C(C=C(C12)C1=C(C=C2C(=NC(=NC2=C1F)OCC12CCCN2CCC1)N1C[C@@H](N(CC1)C(C(=C)F)=O)CC#N)F)O)F 2-((2S)-4-(7-(8-ethynyl-7-fluoro-3-hydroxynaphthalen-1-yl)-6,8-difluoro-2-((tetrahydro-1H-pyrrolizin-7a(5H)-yl)methoxy)quinazolin-4-yl)-1-(2-fluoroacryloyl)piperazin-2-yl)acetonitrile